2-(benzotriazol-1-yloxy)-1,3-dimethyl-2-pyrrolidin-1-yl-1,3,2-diazaphospholidinium hexafluorophosphate F[P-](F)(F)(F)(F)F.N1(N=NC2=C1C=CC=C2)OP2([NH+](CCN2C)C)N2CCCC2